BrC1=CC=C(N=N1)N[C@@H]1CC[C@H]2CNC[C@]21F (3aR,4R,6aS)-N-(6-bromo-3-pyridazinyl)-3a-fluoro-octahydrocyclopenta[c]pyrrol-4-amine